(benzo[d][1,3]dioxol-5-yl)-3-(3-chloro-4-fluorophenyl)-1-((5,6,8,9-tetrahydro-[1,2,4]triazolo[4,3-d][1,4]oxazepin-3-yl)methyl)urea O1COC2=C1C=CC(=C2)N(C(=O)NC2=CC(=C(C=C2)F)Cl)CC2=NN=C1N2CCOCC1